tert-Butyl (E)-8-(4,4,5,5-tetramethyl-1,3,2-dioxaborolan-2-yl)oct-7-enoate CC1(OB(OC1(C)C)/C=C/CCCCCC(=O)OC(C)(C)C)C